CC1C(CCCC1N=C=O)N=C=O 1-methyl-2,6-diisocyanatocyclohexane